(R)-2-[(2S,5S)-5-(hydroxymethyl)-2-isopropyl-1-methyl-3-oxo-1,2,3,4,5,6-hexahydro-1,4-benzodiazocin-9-yloxy]-2-(4-pyrimidinyl)ethyl 2-methyl-2-propanecarbamate CC(C)(C)NC(=O)OC[C@@H](C1=NC=NC=C1)OC1=CC2=C(C[C@H](NC([C@@H](N2C)C(C)C)=O)CO)C=C1